FC(C(=O)O)(F)F.OB(C1=CC=C(C=C1)CN1C=NC2=C1C=C(C=C2)C(=O)O)O 1-((4-(dihydroxyboryl)phenyl)methyl)-1,3-benzodiazole-6-carboxylic acid trifluoroacetate